CN1N=CC(=C1)C1=CC=2C3=C(N=CC2C=C1)N=C(O3)C3CCOCC3 8-(1-methyl-1H-pyrazol-4-yl)-2-(tetrahydro-2H-pyran-4-yl)oxazolo[4,5-c]isoquinoline